3-((5-fluoro-4-(2-(3-oxomorpholino)pyridin-4-yl)pyrimidin-2-yl)amino)cyclohexane-1-carboxamide FC=1C(=NC(=NC1)NC1CC(CCC1)C(=O)N)C1=CC(=NC=C1)N1C(COCC1)=O